4,4-bis(hept-2-yn-1-yloxy)butanenitrile C(C#CCCCC)OC(CCC#N)OCC#CCCCC